4-chloro-6-(2,2-dimethylcyclohexyl)pyrimidin-2-amine ClC1=NC(=NC(=C1)C1C(CCCC1)(C)C)N